calcium (carbonate) C([O-])([O-])=O.[Ca+2]